(3-chloro-1-methyl-1H-indol-5-yl)-1-(1-oxo-1,2-dihydroisoquinolin-5-yl)-5-trifluoromethyl-1H-pyrazole-4-carboxamide ClC1=CN(C2=CC=C(C=C12)C1=NN(C(=C1C(=O)N)C(F)(F)F)C1=C2C=CNC(C2=CC=C1)=O)C